N-hydroxy-1-(4-((7-methoxy-1,8-naphthyridin-4-yl)methyl)phenyl)cyclopentane-1-carboxamide ONC(=O)C1(CCCC1)C1=CC=C(C=C1)CC1=CC=NC2=NC(=CC=C12)OC